C(C1=CC=CC=C1)O[C@@H]1[C@@H](N(C[C@@H]([C@H]1OCC1=CC=CC=C1)OCC1=CC=CC=C1)CCC1=C(C=C(C=C1F)C=1CCOCC1)F)COCC1=CC=CC=C1 (2S,3R,4R,5S)-3,4,5-tris(benzyloxy)-2-((benzyloxy)methyl)-1-(4-(3,6-dihydro-2H-pyran-4-yl)-2,6-difluorophenethyl)piperidine